C1(=CC=CC=C1)C(CC(C1=CNC2=CC(=CC=C12)C)C1=CC=C(C=C1)C)=O 1-phenyl-3-p-tolyl-3-(6-methylindol-3-yl)-1-propanone